4-methylenedioxymandelonitrile C1OC2=CC=C(C(C#N)O)C=C2O1